Undecyl-Hydroxyethylimidazolinium C(CCCCCCCCCC)[N+]1(C=NCC1)CCO